N(=[N+]=[N-])CC(CNC)O 1-azido-3-(methylamino)propan-2-ol